FC(C1=NN=C(O1)C1=CC=2N(C=C1)C=C(N2)CN(C(=O)C2CN(C2)C(C(F)(F)F)=O)C2=CC(=CC=C2)F)F N-((7-(5-(difluoromethyl)-1,3,4-oxadiazol-2-yl)imidazo[1,2-a]pyridin-2-yl)methyl)-N-(3-fluorophenyl)-1-(2,2,2-trifluoroacetyl)azetidine-3-carboxamide